4-iodo-1-(methyl-d3)-3-(5-(1-methyl-4-(methyl-d3)-1H-1,2,3-triazol-5-yl)-3-nitropyridin-2-yl)-1H-pyrazole-5-carboxylic acid methyl ester COC(=O)C1=C(C(=NN1C([2H])([2H])[2H])C1=NC=C(C=C1[N+](=O)[O-])C1=C(N=NN1C)C([2H])([2H])[2H])I